N-(4-Cyanobenzyl)-6-((1-(N-(2-hydroxyethyl)-N-methylsulfamoyl)cyclopropyl)methyl)-1-methyl-7-oxo-4,5,6,7-tetrahydro-1H-pyrazolo[3,4-c]pyridine-3-carboxamide C(#N)C1=CC=C(CNC(=O)C2=NN(C=3C(N(CCC32)CC3(CC3)S(N(C)CCO)(=O)=O)=O)C)C=C1